1,4-bis(n-nonanoyloxy)naphthalene C(CCCCCCCC)(=O)OC1=CC=C(C2=CC=CC=C12)OC(CCCCCCCC)=O